CC1=CC=C(C=C1)C(=O)O[C@H]([C@H](C(=O)O)OC(=O)C2=CC=C(C=C2)C)C(=O)O (-)-Di-p-toluoyl-L-tartaric acid